3-(6-bromo-2-pyridyl)-6-fluoro-7-isopropoxy-imidazo[1,2-a]pyridine BrC1=CC=CC(=N1)C1=CN=C2N1C=C(C(=C2)OC(C)C)F